tert-butyl (3R)-3-[[6-chloro-8-(methoxycarbonyl)pyrido[3,2-d]pyrimidin-4-yl]amino]-4,4-difluoropiperidine-1-carboxylate ClC=1C=C(C=2N=CN=C(C2N1)N[C@@H]1CN(CCC1(F)F)C(=O)OC(C)(C)C)C(=O)OC